Cl.COC(=O)[C@H]1NCC(C1)(C(F)(F)F)O (2S)-4-hydroxy-4-(trifluoromethyl)pyrrolidine-2-carboxylic acid methyl ester hydrochloride